[C@@H]12CNC[C@@H](CC1)C2 (1R,5S)-3-azabicyclo[3.2.1]Octane